fluoramine NF